C(C1=CC=CC=C1)OC(=O)N1CCC2(CC1)OCCC=1C=C3C(=CC12)COC3=O.C(C=C)(=O)NCCC[Si](C(C(CC)(O[SiH](C)C)O[SiH](C)C)(O[SiH](C)C)O[SiH](C)C)(C)C acrylamidopropyltetra(dimethylsilyloxy)dimethylbutyl-silane benzyl-1-oxo-1,3,7,8-tetrahydrospiro[furo[3,4-g]isochromene-5,4'-piperidine]-1'-carboxylate